2,9-bis[4-(2-hydroxyethoxy)phenyl]fluorene OCCOC1=CC=C(C=C1)C1=CC=2C(C3=CC=CC=C3C2C=C1)C1=CC=C(C=C1)OCCO